C(CCC)NC=1C2=C(N=C(N1)NCC1=C(C=C(C=C1)OC)OC)C=CC=N2 N4-butyl-N2-(2,4-dimethoxybenzyl)pyrido[3,2-d]pyrimidine-2,4-diamine